5-(Cyclopropylmethoxy)-1-[trans-4-(pyridin-2-yloxy)cyclohexyl]-8-(trifluoromethyl)-5,6-dihydro-4H-[1,2,4]triazolo[4,3-a][1]benzazepin C1(CC1)COC1CC=2N(C3=C(C1)C=C(C=C3)C(F)(F)F)C(=NN2)[C@@H]2CC[C@H](CC2)OC2=NC=CC=C2